C1(=CC=C(C=C1)OC1=CC(=C(C=C1)O)N)OC1=CC(=C(C=C1)O)N 4,4'-(1,4-phenylenebis(oxy))bis(2-aminophenol)